2-(3-(Aminomethyl)-1,1-dioxido-2,3-dihydrobenzo[b]thiophen-5-yl)-N-(3-cyano-5-(cyclohexylmethyl)-6,6-dimethyl-4,5,6,7-tetrahydrothieno[3,2-c]pyridin-2-yl)acetamid NCC1C2=C(S(C1)(=O)=O)C=CC(=C2)CC(=O)NC2=C(C=1CN(C(CC1S2)(C)C)CC2CCCCC2)C#N